L-aspartic acid ammonium [NH4+].N[C@@H](CC(=O)O)C(=O)O